OC1(CCN(CC1)C(=O)[C@H]1[C@@H](CN(CC1)CC1=NC(=NC=C1)OC)C1=CC=CC=C1)CN1C=NC2=C(C1=O)C=CN2C2=CC=C(C=C2)OC 3-[[4-hydroxy-1-[(3R,4R)-1-[(2-methoxypyrimidin-4-yl)methyl]-3-phenyl-piperidine-4-carbonyl]-4-piperidinyl]methyl]-7-(4-methoxyphenyl)pyrrolo[2,3-d]pyrimidin-4-one